C(C)N(CC)CC.P(=O)(O)(O)OC[C@@H]1[C@H]([C@H]([C@@H](O1)N1C=NC=2C(N)=NC=NC12)O)O Adenosine 5'-monophosphate triethylamine salt